2-(4-((2,5-Dioxo-3-(4-(trifluoro-methyl)phenyl)imidazolin-1-yl)methyl)-2-methylphenoxy)-2-methylpropionic acid O=C1N(C(CN1C1=CC=C(C=C1)C(F)(F)F)=O)CC1=CC(=C(OC(C(=O)O)(C)C)C=C1)C